ClC1=C(C(=O)OOC(C2=C(C=C(C=C2)Cl)Cl)=O)C=CC(=C1)Cl (2,4-dichlorobenzoyl) peroxide